(Z)-(3-(1-(3-chlorophenyl)-3-mono(4-nitrophenyl)-1H-pyrazol-4-yl)acryloyl)-L-tryptophan ClC=1C=C(C=CC1)N1N=C(C(=C1)\C=C/C(=O)N[C@@H](CC1=CNC2=CC=CC=C12)C(=O)O)C1=CC=C(C=C1)[N+](=O)[O-]